3-[(1S)-1-aminoethyl]-1-({5-[(4-bromo-2-chlorophenyl)amino]-4-fluoro-1-methyl-1H-benzimidazol-6-yl}carbonyl)azetidin-3-ol N[C@@H](C)C1(CN(C1)C(=O)C=1C(=C(C2=C(N(C=N2)C)C1)F)NC1=C(C=C(C=C1)Br)Cl)O